P(=O)(O[C@@H]1[C@H]([C@@H](O[C@@H]([C@H]1O)CO)OC=1C=C2C(=CNC2=CC1)CCNC(C)=O)O)(O)O (2S,3R,4S,5R,6R)-2-((3-(2-acetamidoethyl)-1H-indol-5-yl)oxy)-3,5-dihydroxy-6-(hydroxymethyl)tetrahydro-2H-pyran-4-yl dihydrogen phosphate